3-(5-(((1-(4-((1R,2S)-6-hydroxy-2-phenyl-1,2,3,4-tetrahydronaphthalen-1-yl)phenyl)piperidine-4-yl)(methyl)amino)methyl)-1-oxoisoindolin-2-yl)piperidine-2,6-dione OC=1C=C2CC[C@@H]([C@@H](C2=CC1)C1=CC=C(C=C1)N1CCC(CC1)N(C)CC=1C=C2CN(C(C2=CC1)=O)C1C(NC(CC1)=O)=O)C1=CC=CC=C1